benzylAmide C(C1=CC=CC=C1)[NH-]